FC(C(=O)O)(F)F.C[C@@H]1NCC1 (S)-2-methylazetidine trifluoroacetate